bis(2-aminoethyl)-ethyleneglycol NCCC(C(CCN)O)O